4-(1-((6-((6-azaspiro[3.4]octane-6-yl)methyl)imidazo[1,2-a]pyridin-2-yl)methyl)-1H-1,2,3-triazol-4-yl)-6-selenocyano-1-(tetrahydro-2H-pyran-2-yl)-1H-indazole C1CCC12CN(CC2)CC=2C=CC=1N(C2)C=C(N1)CN1N=NC(=C1)C1=C2C=NN(C2=CC(=C1)[Se]C#N)C1OCCCC1